COC(C1=C(C=C(C=C1)NC=1C=2N(C=CN1)C(=CN2)I)CC)=O.FC2=C(C=CC(=C2F)OC)C2=CN=C1N2C=CN=C1NC1=CC(=C(C(=O)OC)C=C1)CC Methyl 4-((3-(2,3-difluoro-4-methoxyphenyl)imidazo[1,2-a]pyrazin-8-yl)amino)-2-ethylbenzoate Methyl-2-ethyl-4-((3-iodoimidazo[1,2-a]pyrazin-8-yl)amino)benzoate